ClC1=C(C(=O)N[C@H](C(=O)OCC2=CC=CC=C2)CNC(=O)NC2CCC(C3=CC=CC=C23)(C)C)C(=CC=C1[N+](=O)[O-])Cl (2S)-benzyl 2-(2,6-dichloro-3-nitrobenzamido)-3-(3-(4,4-dimethyl-1,2,3,4-tetrahydronaphthalen-1-yl)ureido)propanoate